BrC1=CC=2N=C(N=C(C2N=C1)NC1=C(C(=CC=C1)Cl)C)C(F)F 7-bromo-N-(3-chloro-2-methylphenyl)-2-(difluoromethyl)pyrido[3,2-d]pyrimidin-4-amine